4-hydroxy-5,5-dimethyl-furan-2(5H)-one OC1=CC(OC1(C)C)=O